5,5'-diamino-4,4'-dinitramino-3,3'-bi-1,2,4-triazole NC=1N(C(=NN1)C1=NN=C(N1N[N+](=O)[O-])N)N[N+](=O)[O-]